O[C@@H]1C[C@H](N(C1)C([C@H](C(C)(C)C)NC(CCCCCCCCCC(=O)N)=O)=O)C(NCC1=CC=C(C=C1)C1=C(N=CS1)C)=O N11-((S)-1-((2S,4R)-4-hydroxy-2-((4-(4-methylthiazol-5-yl)benzyl)carbamoyl)pyrrolidin-1-yl)-3,3-dimethyl-1-oxobutan-2-yl)undecanediamide